(S)-(1-(2-((1-(3,4,5-trimethoxyphenyl)-1H-imidazol-4-yl)amino)-5,6,7,8-tetrahydropyrido[4,3-d]pyrimidin-4-yl)pyrrolidin-2-yl)methanol COC=1C=C(C=C(C1OC)OC)N1C=NC(=C1)NC=1N=C(C2=C(N1)CCNC2)N2[C@@H](CCC2)CO